FC1C(COC1CO)O 4-fluoro-5-(hydroxymethyl)oxolan-3-ol